ClC1=C(C=C(C=C1)C1(OC(=C(C1=O)OC(C)=O)N)C)F 2-(4-chloro-3-fluorophenyl)-2-methyl-4-acetoxy-5-amino-3(2H)-furanone